C(#N)C1=CC=CC2=CC(=CC=C12)C#N 1,6-dicyano-naphthalene